4-((4-chlorophenyl)sulfonyl)-5-methyl-5-phenyl-furan ClC1=CC=C(C=C1)S(=O)(=O)C1=CCOC1(C1=CC=CC=C1)C